OC1=C(C=C(C=C1C(C)(C)C)C)N1N=C2C(=N1)C=CC(=C2)S(=O)(=O)C2=CC=C(C=C2)C(C)C 2-(2'-hydroxy-3'-tert-butyl-5'-methylphenyl)-5-(4'-isopropylphenyl)sulfonyl-benzotriazole